(2,4-dichlorophenoxy)methyl-5-(trichloromethyl)-1,2,4-oxadiazole ClC1=C(OCC2=NOC(=N2)C(Cl)(Cl)Cl)C=CC(=C1)Cl